CN1CCC(CC1)NC1=CC=CC2=C1S(C=C2C=2N=CSC2)=O 7-((1-methylpiperidin-4-yl)amino)-1-oxido-3-(thiazol-4-yl)benzo[b]thiophen